19-(2-((1,2-dimethylhydrazinyl)methyl)-1H-indol-1-yl)-7,10,13-tris(2-hydroxyethyl)-2,3-dimethyl-4,8,11,14,17-pentaoxo-3,7,10,13,16-pentaazanonadecan-1-oate CN(NC)CC=1N(C2=CC=CC=C2C1)CCC(NCC(N(CC(N(CC(N(CCC(N(C(C(=O)[O-])C)C)=O)CCO)=O)CCO)=O)CCO)=O)=O